3-(1,1-dimethylethyl)-4-hydroxybenzonitrile CC(C)(C)C=1C=C(C#N)C=CC1O